N=1NC=C2C1N=CNC2=O 2,5-dihydro-4H-pyrazolo[3,4-d]pyrimidin-4-one